N-(dibenzo[b,d]furan-4-yl)-4-((2-hydroxyethyl)sulfonylamino)-2-(6-azaspiro[2.5]octane-6-yl)benzamide C1=CC=C(C=2OC3=C(C21)C=CC=C3)NC(C3=C(C=C(C=C3)NS(=O)(=O)CCO)N3CCC2(CC2)CC3)=O